OCC(CC(=O)OC)=O methyl 4-hydroxy-3-oxobutyrate